1-[3-(hydroxymethyl)-4-phenoxyphenyl]-3-phenyl-1,3,5-triazinane-2,4,6-trione OCC=1C=C(C=CC1OC1=CC=CC=C1)N1C(N(C(NC1=O)=O)C1=CC=CC=C1)=O